2,7-bis[4-[4-[benzo(b)thiophen-4-yl]piperazin-1-yl]butoxy]quinoline S1C2=C(C=C1)C(=CC=C2)N2CCN(CC2)CCCCOC2=NC1=CC(=CC=C1C=C2)OCCCCN2CCN(CC2)C2=CC=CC=1SC=CC12